COC1=CC=C(C=C1)C1(CCOCC1)C(=O)N[C@@H](C)C1=CC=C(C(=O)O)C=C1 4-[(1S)-1-[[4-(4-Methoxyphenyl)tetrahydropyran-4-carbonyl]amino]ethyl]benzoic acid